N-{[3-(1,1-difluoroethyl)-6-[3-(difluoromethyl)-1,2,4-triazol-1-yl]-2-fluorophenyl]methyl}-3-(methoxymethyl)-1-[(2-methyl-3,4-dihydro-1H-isoquinolin-7-yl)methyl]pyrazole-4-carboxamide FC(C)(F)C=1C(=C(C(=CC1)N1N=C(N=C1)C(F)F)CNC(=O)C=1C(=NN(C1)CC1=CC=C2CCN(CC2=C1)C)COC)F